7-mercapto-2,3-dihydro-1H-indene-5-ol SC=1C=C(C=C2CCCC12)O